N-(4-(5,5-dimethyl-1,3,4,5-tetrahydro-2H-benzo[c]azepin-2-yl)-2,6-dimethylphenyl)-3,3-dimethylbutanamide CC1(C2=C(CN(CC1)C1=CC(=C(C(=C1)C)NC(CC(C)(C)C)=O)C)C=CC=C2)C